4-[(2R)-2-[[(3aR,5r,6aS)-3,3a,4,5,6,6a-hexahydro-1H-cyclopenta[c]furan-5-yl]oxy]-2-(2-methoxyphenyl)ethoxy]-4-oxo-butanoic acid C1OC[C@H]2[C@@H]1CC(C2)O[C@@H](COC(CCC(=O)O)=O)C2=C(C=CC=C2)OC